3-[5-({[4-(Aminomethyl)phenyl]methyl}(methyl)amino)-1-(2-fluorobenzoyl)-4-methoxy-1H-pyrazol-3-yl]-1-(3-hydroxypyrrolidin-1-carbonyl)-4-(trifluoromethyl)piperidin NCC1=CC=C(C=C1)CN(C1=C(C(=NN1C(C1=C(C=CC=C1)F)=O)C1CN(CCC1C(F)(F)F)C(=O)N1CC(CC1)O)OC)C